The molecule is a 1-O-acyl-N-acylsphingosine in which the N- and O-acyl groups are specified as acetyl and oleoyl respectively. It derives from a N-acetylsphingosine and an oleic acid. CCCCCCCCCCCCC/C=C/[C@H]([C@H](COC(=O)CCCCCCC/C=C\\CCCCCCCC)NC(=O)C)O